(4S,12aS)-N-[(4-fluorophenyl)methyl]-7-hydroxy-4-methyl-1-(1-methylethyl)-6,8-dioxo-1,2,3,4,6,8,12,12a-octahydropyrido[1',2':4,5]pyrazino[1,2-a]pyrimidine-9-carboxamide FC1=CC=C(C=C1)CNC(=O)C=1C(C(=C2N(C[C@@H]3N([C@H](CCN3C(C)C)C)C2=O)C1)O)=O